COC=1C=C(C=CC1OC)C=1N=C2N(C(C1)=O)C=C(C=C2C)N2C[C@@H]1N(CC2)CCC1 2-(3,4-dimethoxyphenyl)-7-[(8aR)-hexahydropyrrolo[1,2-a]pyrazin-2(1H)-yl]-9-methyl-4H-pyrido[1,2-a]pyrimidin-4-one